(S)-8-Ethyl-N-(1-(5-(7-methoxy-2-methylchinolin-6-yl)-1H-imidazol-2-yl)-7-oxononyl)-1-oxa-2,8-diazaspiro[4.5]dec-2-en-3-carboxamid C(C)N1CCC2(CC(=NO2)C(=O)N[C@@H](CCCCCC(CC)=O)C=2NC(=CN2)C=2C=C3C=CC(=NC3=CC2OC)C)CC1